O=C1NC(CCC1C1=NN(C2=CC(=CC=C12)OCC(=O)NCC1=CC=C(C=C1)O)C)=O 2-((3-(2,6-dioxopiperidin-3-yl)-1-methyl-1H-indazol-6-yl)oxy)-N-(4-hydroxy-benzyl)acetamide